7-bromo-N-(6-(4-isopropyl-4H-1,2,4-triazol-3-yl)pyridin-2-yl)-3,4-dihydroisoquinoline-2(1H)-carboxamide BrC1=CC=C2CCN(CC2=C1)C(=O)NC1=NC(=CC=C1)C1=NN=CN1C(C)C